2-(2,2-dimethyl-4-oxo-3,8,11-trioxa-5-aza-tetradecan-14-ylamino)cyclohexane-1-carboxylic acid CC(C)(OC(NCCOCCOCCCNC1C(CCCC1)C(=O)O)=O)C